NC1=NC2=CC(=CC=C2C=C1F)CN(C(=O)C=1C=NC(=NC1)C(F)(F)F)C=1C(=NC=CC1)S(=O)(=O)C N-[(2-amino-3-fluoroquinolin-7-yl)methyl]-N-(2-methanesulfonylpyridin-3-yl)-2-(trifluoro-methyl)pyrimidine-5-carboxamide